2-(methoxy-d3)-7-azaspiro[3.5]nonane hydrochloride Cl.C(OC1CC2(C1)CCNCC2)([2H])([2H])[2H]